C(C)OC=1C=CC2=C(N(C=N2)C)C1CNC(C1=CC(=C(C(=C1)F)OC)F)=O N-((6-ethoxy-1-methyl-1H-benzimidazol-7-yl)methyl)-3,5-difluoro-4-methoxybenzamide